(2E)-4,5-dihydroxy-5-(4-methoxyphenyl)pent-2-enoic acid methyl ester COC(\C=C\C(C(C1=CC=C(C=C1)OC)O)O)=O